5-Amino-3,3'-tetramethylenebis(1,2,4-triazole) NC1=NC(=NN1)CCCCC1=NNC=N1